C(#N)C1=NN(C=C1[N+](=O)[O-])C1CCC(CC1)C(=O)OC Methyl 4-(3-cyano-4-nitro-pyrazol-1-yl)cyclohexanecarboxylate